N-(2-((5-Bromo-3-nitropyridin-2-yl)oxy)ethyl)-2-methylpropan-2-amine BrC=1C=C(C(=NC1)OCCNC(C)(C)C)[N+](=O)[O-]